N1=C(C=CC=C1)C1(CCOCC1)OCCCO 3-((4-(Pyridin-2-yl)tetrahydro-2H-pyran-4-yl)oxy)propan-1-ol